5-[(2R)-2-(aminomethyl)-4-fluoro-6-hydroxy-2,3-dihydro-1H-inden-5-yl]-1λ6,2,5-thiadiazolidine-1,1,3-trione NC[C@@H]1CC2=CC(=C(C(=C2C1)F)N1CC(NS1(=O)=O)=O)O